N-(4-bromo-5-methyl-isoxazol-3-yl)benzenesulfonamide BrC=1C(=NOC1C)NS(=O)(=O)C1=CC=CC=C1